(S)-7-(4-(5-fluoro-2-(((S)-tetrahydrofuran-3-yl)methoxy)phenyl)piperidin-1-yl)-2-(1,3,4-thiadiazol-2-yl)-5-oxa-2-azaspiro[3.4]octane FC=1C=CC(=C(C1)C1CCN(CC1)[C@@H]1COC2(CN(C2)C=2SC=NN2)C1)OC[C@@H]1COCC1